C(C)(C)(C)OC(=O)N1CCN(CC1)C1=C(C=C(C=C1)OCC#C)F 4-(2-fluoro-4-(prop-2-yn-1-yloxy)phenyl)piperazine-1-carboxylic acid tert-butyl ester